C[C@@H]1N(CC1)C=1N=C(C2=C(N1)CCC2)C2=CC=C(C=C2)C2(COC2)N (S)-3-(4-(2-(2-methylazetidin-1-yl)-6,7-dihydro-5H-cyclopenta[d]pyrimidin-4-yl)phenyl)oxetan-3-amine